C(C([2H])([2H])[2H])(N1N=CC2=CC=C(C(=C12)OC([2H])([2H])[2H])NC(OC(C)(C)C)=O)([2H])[2H] Tert-butyl (1-(ethyl-d5)-7-(methoxy-d3)-1H-indazol-6-yl)carbamate